CC1=NC(=NN1)C(=O)N 5-methyl-1H-1,2,4-triazole-3-carboxamide